8-Chloro-2-methyl-5-phenyl-4-(trifluoromethyl)-5H-indeno[1,2-b]pyridine ClC1=CC=C2C(C=3C(=NC(=CC3C(F)(F)F)C)C2=C1)C1=CC=CC=C1